(R)-2-(4-(5-((6-(1H-imidazol-1-yl)pyridin-3-yl)ethynyl)-6-fluoropyrazin-2-yl)-2-(methoxymethyl)piperazin-1-yl)pyrimidine N1(C=NC=C1)C1=CC=C(C=N1)C#CC=1N=CC(=NC1F)N1C[C@@H](N(CC1)C1=NC=CC=N1)COC